1H-pyrazole-4-carboxylic acid ethyl ester C(C)OC(=O)C=1C=NNC1